(isoquinolylpropaneyl)isoquinoline C1(=NC=CC2=CC=CC=C12)CCCC1=NC=CC2=CC=CC=C12